NCC1=CC(=C(C=C1)NC(=O)C1=CC2=C(OCCC3=C2C=CS3)C=C1C=1C(=NC(=CC1)C(NCCC)=O)C(=O)OC)C methyl 3-(9-((4-(aminomethyl)-2-methylphenyl)carbamoyl)-4,5-dihydrobenzo[b]thieno[3,2-d]oxepin-8-yl)-6-(propylcarbamoyl)picolinate